1-[3-(1-piperidinyl)-1,2,4-thiadiazol-5-yl]Ethylamine hydrochloride Cl.N1(CCCCC1)C1=NSC(=N1)C(C)N